1-(trans-1-acryloyl-4-(4-(trifluoromethyl)benzyloxy)pyrrolidin-3-yl)-1H-pyrazole-3-carbonitrile C(C=C)(=O)N1C[C@H]([C@@H](C1)OCC1=CC=C(C=C1)C(F)(F)F)N1N=C(C=C1)C#N